4-fluorohistidine FC1(C[C@H](N)C(=O)O)C=NC=N1